ClC=1C(=C(CN2[C@@H](C[C@@](CC2)(C(=O)O)CC2=NC(=CC(=C2F)C(C)(C)O)NC2=NNC(=C2)C)CC)C(=CC1)F)F (2R,4R)-1-(3-chloro-2,6-difluorobenzyl)-2-ethyl-4-((3-fluoro-4-(2-hydroxypropan-2-yl)-6-((5-methyl-1H-pyrazol-3-yl)amino)pyridin-2-yl)methyl)piperidine-4-carboxylic acid